C(C(=C)C)(=O)OCCCCCCCCCCCCCCCCCCCCCCCCCCCCCCCCCC tetratriacontyl methacrylate